(2,6-dimethylphenyl)-4-methyl-N-(trifluoromethyl)benzenesulfonamide CC1=C(C(=CC=C1)C)C1=C(C=CC(=C1)C)S(=O)(=O)NC(F)(F)F